FC1=C(C=CC=C1)C=1N(C2=C(C=NC(=C2)I)N1)[C@H]1C[C@H](CCC1)NC(OC(C)(C)C)=O tert-butyl ((1S,3R)-3-(2-(2-fluorophenyl)-6-iodo-1H-imidazo[4,5-c]pyridin-1-yl)cyclohexyl)carbamate